[Cl-].[Cl-].C1(=CC=CC=C1)C(C1=CC=CC=C1)=[Hf+2](C1=C(C=CC=2C3=CC=C(C=C3CC12)C(C)(C)C)C(C)(C)C)C1C=C(C=C1)C(C)(C)C diphenylmethylene-(3-t-butyl-cyclopentadienyl)(2,7-di-t-butyl-fluorenyl)hafnium dichloride